allyl 5-chloro-quinoxalin-8-oxy-acetate ClC1=C2N=CC=NC2=C(C=C1)OCC(=O)OCC=C